5-({4-[(1R)-1-(3-chlorophenyl)ethyl]-2-thienyl}carbonyl)pyrimidin ClC=1C=C(C=CC1)[C@@H](C)C=1C=C(SC1)C(=O)C=1C=NC=NC1